COC(CCC)(S(=O)(=O)[O-])C methoxy-1-methyl-1-butanesulfonate